[Si](C1=CC=CC=C1)(C1=CC=CC=C1)(C(C)(C)C)OCCN(C([C@H](C12CC3(C[C@H](C[C@@H](C1)C3)C2)O)NC(OC(C)(C)C)=O)=O)CCO[Si](C2=CC=CC=C2)(C2=CC=CC=C2)C(C)(C)C tert-butyl ((S)-2-(bis(2-((tert-butyldiphenylsilyl)oxy)ethyl)amino)-1-((1r,3R,5R,7S)-3-hydroxyadamantan-1-yl)-2-oxoethyl)carbamate